NC1=C(C(=CC=C1)[N+](=O)[O-])N 1,2-Diamino-3-nitrobenzene